(S)-2-(benzyloxycarbonyl(methyl)amino)-3-phenylpropanoic acid lithium salt [Li+].C(C1=CC=CC=C1)OC(=O)N([C@H](C(=O)[O-])CC1=CC=CC=C1)C